C(C)(C)NC(O[C@@H]1[C@H]([C@@H](CC1)C1=NNC(=C1)NC(=O)C1=CC(=NN1C)COC)F)=O |r| rac-(1S,2S,3S)-2-fluoro-3-(5-(3-(methoxymethyl)-1-methyl-1H-pyrazole-5-carboxamido)-1H-pyrazol-3-yl)cyclopentyl isopropylcarbamate